[Bi].[Pb].[Na].COS(=O)(=O)[O-].C[N+](C(C(CCCC)CC)CC)(C(C(CCCC)CC)CC)C(C(CCCC)CC)CC methyl-tris-[ethyl-2-ethylhexyl]-ammonium methyl-sulfate sodium-lead-bismuth